(4-2H-tetrazole-5-yl-phenyl)methane N=1NN=NC1C1=CC=C(C=C1)C